C1(CCCC1)C1=C(C=NC=2N1N=CC2)C(=O)O 7-cyclopentylpyrazolo[1,5-a]pyrimidine-6-carboxylic acid